BrC1=C2CN(C(C2=CC=C1CN1CCC(CC1)C(=O)NC=1SC(=CN1)SCC=1OC(=CN1)C(C)(C)C)=O)C1C(NC(CC1)=O)=O 1-((4-bromo-2-(2,6-dioxopiperidin-3-yl)-1-oxoisoindolin-5-yl)methyl)-N-(5-(((5-(tert-butyl)oxazol-2-yl)methyl)thio)thiazol-2-yl)piperidine-4-carboxamide